5-((5-Chloro-2-((3S,SR)-4,4-difluoro-3,5-dimethylpiperidin-1-yl)pyrimidin-4-yl)amino)-1-(2-(dimethylamino)ethyl)-3-(3-hydroxy-3-methylbutyl)-1,3-dihydro-2H-benzo[d]imidazol-2-on ClC=1C(=NC(=NC1)N1C[C@@H](C([C@H](C1)C)(F)F)C)NC1=CC2=C(N(C(N2CCC(C)(C)O)=O)CCN(C)C)C=C1 |&1:11|